2-ethyl-2-((5Z,8Z,11Z,14Z,17Z)-icosa-5,8,11,14,17-pentaenylthio)butanoic acid C(C)C(C(=O)O)(CC)SCCCC\C=C/C\C=C/C\C=C/C\C=C/C\C=C/CC